NS(=O)(=O)C1=C(N=C(S1)N(C(CC1=CC=C(C=C1)C1=NC=CC=C1)=O)C)C N-[5-(aminosulfonyl)-4-methyl-1,3-thiazol-2-yl]-N-methyl-2-[4-(2-pyridinyl)phenyl]-acetamide